C1(=CC=CC=C1)C=1C=C2N=C(C=3N(C2=CC1)C=CN3)N3CCOCC3 4-(7-phenylimidazo[1,2-a]quinoxalin-4-yl)morpholine